F[C@H]1[C@H](C2=C(N(C=C2C(F)(F)F)C=2C(=C(C#N)C=CC2)F)[C@@H]1F)O (4S,5S,6S)-(5,6-difluoro-4-hydroxy-3-(trifluoromethyl)-5,6-dihydro-cyclopenta[b]pyrrol-1(4H)-yl)-2-fluorobenzonitrile